ethylenediaminetetraacetic acid, ammonium salt [NH4+].C(CN(CC(=O)[O-])CC(=O)[O-])N(CC(=O)[O-])CC(=O)[O-].[NH4+].[NH4+].[NH4+]